bis(4-methoxyphenyl)(cyclopentadienyl)(3,6-di-t-butylfluorenyl)methane COC1=CC=C(C=C1)C(C1=CC(=CC=2C3=CC(=CC=C3CC12)C(C)(C)C)C(C)(C)C)(C1C=CC=C1)C1=CC=C(C=C1)OC